Cl.Cl.[Si](C)(C)(C(C)(C)C)OC(C(F)(F)F)C=1C(=NC=C(C1)C1CNCCC1(F)F)OC 3-(1-((tert-butyldimethylsilyl)oxy)-2,2,2-trifluoroethyl)-5-(4,4-difluoropiperidin-3-yl)-2-methoxypyridine dihydrochloride